C1OCC12CN(C2)C(=O)C2=CC=C(C=C2)C=2C=C(C1=C(C=C(O1)CNC(\C=C\C=1C=NC=CC1)=O)C2)C(F)(F)F (E)-N-((5-(4-(2-oxa-6-azaspiro[3.3]heptane-6-carbonyl)phenyl)-7-(trifluoro-methyl)benzofuran-2-yl)methyl)-3-(pyridin-3-yl)acrylamide